N-methyl-2-phenylaniline palladium (II) [Pd+2].CNC1=C(C=CC=C1)C1=CC=CC=C1